[Si](C)(C)(C(C)(C)C)O[C@H](C(=O)OCC)CC1=C(C=CC=C1)OCC1=NC(=NC=C1)C1=CC(=CC=C1)S(=O)(=O)C ethyl (2S)-2-[tert-butyl(dimethyl)silyl]oxy-3-[2-[[2-(3-methylsulfonylphenyl)pyrimidin-4-yl]methoxy]phenyl]propanoate